ClC=1C=C(C=C2C(=C(C=NC12)C#N)NCC(C)(C)C)N[C@@H](C=1C(=NC(=CC1)F)C)C=1N=NN(C1)C(C(F)F)(C)C (S)-8-chloro-6-(((1-(1,1-difluoro-2-methylpropan-2-yl)-1H-1,2,3-triazol-4-yl)(6-fluoro-2-methylpyridin-3-yl)methyl)amino)-4-(neopentylamino)quinoline-3-carbonitrile